C1(CC1)NC(=O)C1=CC(=NO1)OC1CN(C1)CC(=O)NC=1C=CC=C2C(=CNC12)C1=NC(=NC=C1C)NC1=NN(C(=C1)C)C N-cyclopropyl-3-((1-(2-((3-(2-((1,5-dimethyl-1H-pyrazol-3-yl)amino)-5-methylpyrimidin-4-yl)-1H-indol-7-yl)amino)-2-oxoethyl)azetidin-3-yl)oxy)isoxazole-5-carboxamide